FC=1C(=NC=CC1)N1CC(C1)OC([2H])([2H])[2H] 3-fluoro-2-[3-(methoxy-d3)azetidin-1-yl]pyridine